The molecule is a branched amino hexasaccharide comprising a linear trisaccharide of N-acetyl-beta-D-glucosamine, beta-D-galactose and N-acetyl-D-glucosamine residues linked sequentially (1->3) and (1->4), to the galactose residue of which is also linked (1->6) a linear N-acetyl-beta-D-glucosaminyl-(1->3)-beta-D-galactosyl-(1->4)-N-acetyl-beta-D-glucosaminyl string. It is an amino hexasaccharide and a glucosamine oligosaccharide. CC(=O)N[C@@H]1[C@H]([C@@H]([C@H](O[C@H]1O[C@H]2[C@H]([C@H](O[C@H]([C@@H]2O)O[C@@H]3[C@H](O[C@H]([C@@H]([C@H]3O)NC(=O)C)OC[C@@H]4[C@@H]([C@@H]([C@H]([C@@H](O4)O[C@@H]5[C@H](OC([C@@H]([C@H]5O)NC(=O)C)O)CO)O)O[C@H]6[C@@H]([C@H]([C@@H]([C@H](O6)CO)O)O)NC(=O)C)O)CO)CO)O)CO)O)O